3-(7,8-dichloro-4-(1H-pyrazol-4-yl)quinolin-2-ylamino)propylphosphonic acid ClC1=CC=C2C(=CC(=NC2=C1Cl)NCCCP(O)(O)=O)C=1C=NNC1